2,3-dihydro-1H-benzo[f]isoindole C1NCC=2C=C3C(=CC12)C=CC=C3